2-(7-Oxa-1-azaspiro[3.5]non-1-yl)quinoline-6-carbaldehyde N1(CCC12CCOCC2)C2=NC1=CC=C(C=C1C=C2)C=O